6-methylsulfonylhexylisothiocyanate CS(=O)(=O)CCCCCCN=C=S